ClC1=CC=C(C=C1)NNC(=O)C=1C(=NN(C1)C=1SC=CN1)C(F)F N'-(4-chlorophenyl)-3-(difluoromethyl)-1-(thiazol-2-yl)-1H-pyrazole-4-carbohydrazide